C[C@H]1N(CCN(C1)C1=NC=C(C=N1)C(F)(F)F)C(=O)C1CC(C1)NC(OC(C)(C)C)=O tert-butyl ((1R,3R)-3-((R)-2-methyl-4-(5-(trifluoromethyl)pyrimidin-2-yl)piperazine-1-carbonyl)cyclobutyl)carbamate